3-(3-aminoazetidin-1-yl)-N-(4-(trifluoromethyl)phenyl)pyrazin-2-amine NC1CN(C1)C=1C(=NC=CN1)NC1=CC=C(C=C1)C(F)(F)F